C1(=CC=CC=C1)C(C)OC1=NC=CC(=C1)N(N)C(=O)OC(C)(C)C tert-butyl 1-(2-(1-phenyl ethoxy)pyridine-4-yl)hydrazinecarboxylate